C1(=CC=CC2=CC=CC=C12)CC[SH2+] naphthylethylsulfonium